4-(4-isopropoxyphenyl)methylene-2,6-di-tert-butyl-2,5-cyclohexadien-1-one C(C)(C)OC1=CC=C(C=C1)C=C1C=C(C(C(=C1)C(C)(C)C)=O)C(C)(C)C